BrC1=C2C=C[N+](=CC2=CC(=C1)F)[O-] 5-bromo-7-fluoroisoquinoline 2-oxide